3-isopropyl-N-methyl-1-(1-methyl-3-(1-methyl-1H-pyrazol-4-yl)-1H-indazol-5-yl)-5,6-dihydroimidazo[1,5-a]pyrazine-7(8H)-carboxamide C(C)(C)C1=NC(=C2N1CCN(C2)C(=O)NC)C=2C=C1C(=NN(C1=CC2)C)C=2C=NN(C2)C